4-(pyridin-2-yldisulfanyl)oxan-3-ol N1=C(C=CC=C1)SSC1C(COCC1)O